(1R,3S,5R)-2-(2-(3-acetyl-7-methyl-5-(2-methylpyrimidin-5-yl)-1H-indazol-1-yl)acetyl)-5-((benzylamino)-methyl)-N-(6-bromo-3-methylpyridin-2-yl)-2-azabicyclo[3.1.0]hexane-3-carboxamide C(C)(=O)C1=NN(C2=C(C=C(C=C12)C=1C=NC(=NC1)C)C)CC(=O)N1[C@@H]2C[C@@]2(C[C@H]1C(=O)NC1=NC(=CC=C1C)Br)CNCC1=CC=CC=C1